ClC1=CC=C2CCC(N(C2=N1)C(=O)OC(C)(C)C)C tert-butyl 7-chloro-2-methyl-3,4-dihydro-1,8-naphthyridine-1(2H)-carboxylate